NC1=NC=C(C(=C1C=1C=C2C=NN(C2=CC1)C(=O)OC(C)(C)C)CC)C1=CC=C(C=C1)O tert-butyl 5-(2-amino-4-ethyl-5-(4-hydroxyphenyl) pyridin-3-yl)-1H-indazole-1-carboxylate